(Z)-1-((2-butylnon-3-en-1-yl)oxy)-1-oxoicosan-10-yl-1-methylpiperidine-4-carboxylate C(CCC)C(COC(CCCCCCCCC(CCCCCCCCCC)OC(=O)C1CCN(CC1)C)=O)\C=C/CCCCC